FC1=C(C=C(C=C1F)O)C1=C(C(=NC2=CC(=CC=C12)C1=CC=NN1C)N1CC2(CN(C2)C(C=C)=O)CC1)C 1-(6-(4-(2,3-difluoro-5-hydroxyphenyl)-3-methyl-7-(1-methyl-1H-pyrazol-5-yl)-2-quinolinyl)-2,6-diazaspiro[3.4]octan-2-yl)-2-propen-1-one